methyl-phenyl-arsinic acid C[As](O)(=O)C1=CC=CC=C1